2-(6-chloropyridin-3-yl)-N4-isopropyl-6-phenyl-1,3,5-triazine-2,4-diamine ClC1=CC=C(C=N1)C1(NC(=NC(=N1)NC(C)C)C1=CC=CC=C1)N